FC(OCCCOCC1=CC=C(C=C1)OC)F 1-((3-(difluoromethoxy)propoxy)methyl)-4-methoxybenzene